1-((9H-fluoren-9-yl)methyl) 2-(tert-butyl) 4-(perfluorophenyl) (2R,4R)-4-((pyridin-4-ylmethyl)amino)pyrrolidine-1,2,4-tricarboxylate N1=CC=C(C=C1)CN[C@@]1(C[C@@H](N(C1)C(=O)OCC1C2=CC=CC=C2C=2C=CC=CC12)C(=O)OC(C)(C)C)C(=O)OC1=C(C(=C(C(=C1F)F)F)F)F